Cl.C1(CC1)C=1N=NC2=CC3=C(C(=C2C1)S(NCC(C)(C)F)(=O)=O)CC(C3)C(=O)O 3-cyclopropyl-5-[(2-fluoro-2-methyl-propyl)sulfamoyl]-7,8-dihydro-6H-cyclopenta[g]cinnoline-7-carboxylic acid hydrochloride